C/C(=C\\CC[C@]1([C@@H]2[C@@H]3C[C@@H]4C[C@]2(C[C@@]4(O3)C)C=CC1=O)C)/C(=O)N[C@@H](CCC(=O)N)C(=O)O The molecule is a polycyclic cage compound isolated from Streptomyces platensis. It has a role as a bacterial metabolite. It is a cyclic ether, a cyclic ketone, a polycyclic cage, a monocarboxylic acid and a dicarboxylic acid monoamide.